ClC1=C(C(=CC(=C1)O)[2H])NC(=O)NC1CC1 1-(2-chloro-4-hydroxyphenyl-6-d)-3-cyclopropylurea